C12(CC3CC(CC(C1)C3)C2)COC2=NC=CC(=C2)I 2-(tricyclo[3.3.1.13,7]dec-1-ylmethoxy)-4-iodo-pyridine